[4-[4-bis(2,4-di-tert-butylphenoxy)phosphanylphenyl]phenyl]-bis(2,4-di-tert-butylphenoxy)phosphane C(C)(C)(C)C1=C(OP(C2=CC=C(C=C2)C2=CC=C(C=C2)P(OC2=C(C=C(C=C2)C(C)(C)C)C(C)(C)C)OC2=C(C=C(C=C2)C(C)(C)C)C(C)(C)C)OC2=C(C=C(C=C2)C(C)(C)C)C(C)(C)C)C=CC(=C1)C(C)(C)C